(S)-1-Benzyl 4-tert-butyl 2-(2-oxoethyl)piperazine-1,4-dicarboxylate O=CC[C@@H]1N(CCN(C1)C(=O)OC(C)(C)C)C(=O)OCC1=CC=CC=C1